2-(6-amino-pyridine-3-yl)pyrazine NC1=CC=C(C=N1)C1=NC=CN=C1